NC=1C(=CC(=C(C1)N1C(N(C(N(C1=O)C)=S)C)=O)F)Cl 3-(5-amino-4-chloro-2-fluoro-phenyl)-1,5-dimethyl-6-thioxo-1,3,5-triazine-2,4-dione